F[C@H]1[C@H]([C@@H]2CN[C@]1(CC2)C)N(C2=CC=C(N=N2)C2=C(C=C(C=C2)C2=NC=NC(=N2)OC)O)C 2-(6-(((1S,4S,5S,6S)-6-fluoro-1-methyl-2-azabicyclo[2.2.2]octan-5-yl)(methyl)amino)pyridazin-3-yl)-5-(4-methoxy-1,3,5-triazin-2-yl)phenol